N=1C=NN2C1C=C(C=C2)OC2=C(C=C(C=C2)NC=2C1=C(N=CN2)C=CC(=N1)N1C[C@@H](N([C@@H](C1)C)C(=O)OC(C)(C)C)C)C tert-butyl cis-4-(4-((4-([1,2,4]triazolo[1,5-a]pyridin-7-yloxy)-3-methylphenyl)amino)pyrido[3,2-d]pyrimidin-6-yl)-2,6-dimethylpiperazine-1-carboxylate